C1(CC1)C1=NN=C(O1)C(=O)N1[C@@H](C2=C(CC1)NC=N2)C2=NN1C(C(=CC=C1)C)=C2 (S)-(5-cyclopropyl-1,3,4-oxadiazol-2-yl)(4-(4-methylpyrazolo[1,5-a]pyridin-2-yl)-6,7-dihydro-1H-imidazo[4,5-c]pyridin-5(4H)-yl)methanone